BrC=1C(N(N=C(C1)C)C)=O 4-bromo-2,6-dimethylpyridazin-3(2H)-one